BrC/C=C/C(=O)NC=1C=C2C=CN(C2=CC1)C1=CC=C(C=C1)C(F)(F)F (E)-4-bromo-N-(1-(4-(trifluoromethyl)-phenyl)-1H-indol-5-yl)but-2-enamide